ethylene glycol tri-isostearate C(CCCCCCCCCCCCCCC(C)C)(=O)O.C(CCCCCCCCCCCCCCC(C)C)(=O)O.C(CCCCCCCCCCCCCCC(C)C)(=O)O.C(CO)O